4-(4-(1,1-difluorobutyl)phenyl)butanoic acid FC(CCC)(F)C1=CC=C(C=C1)CCCC(=O)O